[Pt+2].CC1=C(C(=C(S1)C(C1=CC=CC=C1)(C1=CC=CC=C1)C1=CC=CC=C1)C)C trimethyl-tritylthiophene Platinum(II)